7-azido-1-heptanol N(=[N+]=[N-])CCCCCCCO